F[C@H]1C[C@H](N2N=C(N=C21)C=2C=NOC2)C2=CC=CC=C2 4-[(5s,7s)-7-fluoro-5-phenyl-6,7-dihydro-5H-pyrrolo[1,2-b][1,2,4]triazol-2-yl]isoxazole